COC(=O)C1C(C[C@H]2COCCN2C1)=O.COC(C(=C)C)=O.C(C(=C)CC(=O)O)(=O)O itaconic acid methyl-methacrylate methyl-(9aS)-8-oxooctahydropyrido[2,1-c][1,4]oxazine-7-carboxylate